ClC1=CC=2N(N=C1)C=C(C2)C(C(=O)N[C@@H]([C@H](O)C2=CC1=C(OCCO1)C=C2)CN2CCCC2)(F)F 2-(3-chloropyrrolo[1,2-b]pyridazin-6-yl)-N-((1r,2r)-1-(2,3-dihydrobenzo[b][1,4]dioxin-6-yl)-1-hydroxy-3-(pyrrolidin-1-yl)propan-2-yl)-2,2-difluoroacetamide